1-(6-(4-isopropyl-4H-1,2,4-triazol-3-yl)pyridin-2-yl)-3-(4-(1-methyl-1H-pyrazol-4-yl)phenyl)thiourea C(C)(C)N1C(=NN=C1)C1=CC=CC(=N1)NC(=S)NC1=CC=C(C=C1)C=1C=NN(C1)C